methyl N-[4-methyl-5-({4-[(2S)-2-[(8-{4-[(pyrrolidin-1-yl)methyl]phenyl}quinazolin-4-yl)amino]propyl]piperazin-1-yl}sulfonyl)-1,3-thiazol-2-yl]carbamate CC=1N=C(SC1S(=O)(=O)N1CCN(CC1)C[C@H](C)NC1=NC=NC2=C(C=CC=C12)C1=CC=C(C=C1)CN1CCCC1)NC(OC)=O